7-bromo-N-tert-butyl-2-(1,3-dimethyl-1H-pyrazol-5-yl)thieno[3,2-b]pyridin-5-amine BrC1=C2C(=NC(=C1)NC(C)(C)C)C=C(S2)C2=CC(=NN2C)C